O=C1NC(CCC1N1C(C2=C(C1)C=C(S2)CNC(CC2=C(C(=C(C(=C2F)F)F)F)F)=O)=O)=O N-((5-(2,6-dioxopiperidin-3-yl)-6-oxo-5,6-dihydro-4H-thieno[2,3-c]pyrrol-2-yl)methyl)-2-(perfluorophenyl)acetamide